5-Pentyloxolan-2-one C(CCCC)C1CCC(O1)=O